6-(1-((5-chloro-1-methyl-1H-pyrazol-4-yl)sulfonyl)piperidin-4-yl)-7-methyl-[1,2,4]triazolo[1,5-a]pyridine ClC1=C(C=NN1C)S(=O)(=O)N1CCC(CC1)C=1C(=CC=2N(C1)N=CN2)C